5-phenyl-1H-imidazole-2-carboxamide C1(=CC=CC=C1)C1=CN=C(N1)C(=O)N